4-oxo-4-(undecyloxy)butyric acid O=C(CCC(=O)O)OCCCCCCCCCCC